2-phenylpropane-1,2,3-tricarboxylic acid C1(=CC=CC=C1)C(CC(=O)O)(CC(=O)O)C(=O)O